FC(OC1=CC=C(C=C1)C=1C2=C(N=C(N1)CN)OCCC2)(F)F [4-[4-(trifluoromethoxy)phenyl]-6,7-dihydro-5H-pyrano[2,3-d]pyrimidin-2-yl]methanamine